tert-butyl 2-[5-[[5-chloro-4-[1-(1-methyl-4-piperidyl)pyrazol-4-yl]pyrimidin-2-yl]amino]-3-pyridyl]-1-oxo-2,8-diazaspiro[4.5]decane-8-carboxylate ClC=1C(=NC(=NC1)NC=1C=C(C=NC1)N1C(C2(CC1)CCN(CC2)C(=O)OC(C)(C)C)=O)C=2C=NN(C2)C2CCN(CC2)C